(6-fluoroisoquinolin-8-yl)methanol FC=1C=C2C=CN=CC2=C(C1)CO